[As].[Fe] iron-arsenic